N-benzyl-N-methyl-6-phenyl-5-(p-tolyl)pyrazin-2-amine C(C1=CC=CC=C1)N(C1=NC(=C(N=C1)C1=CC=C(C=C1)C)C1=CC=CC=C1)C